(((1-acetylpiperidin-4-yl) methyl) amino) pyrimidine-4-carboxylate N1=CN=C(C=C1)C(=O)ONCC1CCN(CC1)C(C)=O